7-ethoxy-2-methyl-N-(6-(4-methylpiperazin-1-yl)pyridazin-3-yl)imidazo[1,2-a]pyrimidine-6-carboxamide C(C)OC1=NC=2N(C=C1C(=O)NC=1N=NC(=CC1)N1CCN(CC1)C)C=C(N2)C